F.F.C(CCCCCCCCCCCCCCCCC)N octadecylamine-dihydrofluoride